3-((4-(5-(chlorodifluoromethyl)-1,2,4-oxadiazol-3-yl)phenyl)amino)-4-((4-methoxybenzyl)amino)cyclobut-3-ene-1,2-dione ClC(C1=NC(=NO1)C1=CC=C(C=C1)NC=1C(C(C1NCC1=CC=C(C=C1)OC)=O)=O)(F)F